NC1=C(C2=C(CN(CC2)C)S1)C(=O)OC methyl 2-amino-6-methyl-4,5,6,7-tetrahydrothieno[2,3-c]pyridine-3-carboxylate